3-fluorophenyl-cyclopropane-1-carboxylic acid ethyl ester C(C)OC(=O)C1(CC1)C1=CC(=CC=C1)F